N-acetylguanosine-5'-triphosphate P(O)(=O)(OP(=O)(O)OP(=O)(O)O)OC[C@@H]1[C@H]([C@H]([C@@H](O1)N1C=NC=2C(=O)NC(NC(C)=O)=NC12)O)O